FC1=C(C=CC(=C1)F)N1N=CC=C1NC(=O)C=1C=NN2C1N=CC=C2 N-(1-(2,4-difluorophenyl)-1H-pyrazol-5-yl)pyrazolo[1,5-a]pyrimidine-3-carboxamide